1-methyl-4-{4-[3-(1-methyl-1H-pyrazol-4-yl)-2-propylfuro[3,2-b]pyridin-6-yl]phenyl}piperazine CN1CCN(CC1)C1=CC=C(C=C1)C=1C=C2C(=NC1)C(=C(O2)CCC)C=2C=NN(C2)C